propionaldehyd C(CC)=O